3-hydroxymethyl-2-methylbicyclo[2.2.1]heptane OCC1C(C2CCC1C2)C